1-(9-methyl-5-(2-oxa-6-azaspiro[3.3]heptan-6-yl)-2-(trifluoromethyl)imidazo[1,2-c]quinazolin-7-yl)ethan-1-amine CC1=CC=2C=3N(C(=NC2C(=C1)C(C)N)N1CC2(COC2)C1)C=C(N3)C(F)(F)F